N-but-3-ynyl-4-methyl-benzenesulfonamide C(CC#C)NS(=O)(=O)C1=CC=C(C=C1)C